N-[(2R)-1,4-dioxan-2-ylmethyl]-2-[(3-fluorooxetan-3-yl)methyl]-8-methyl-4,5-dihydro-2H-furo[2,3-g]indazole-7-carboxamide O1[C@@H](COCC1)CNC(=O)C1=C(C2=C(CCC3=CN(N=C23)CC2(COC2)F)O1)C